4-[[3-[4-(Difluoromethoxy)phenyl]imidazo[1,2-a]pyrazin-8-yl]amino]-N-[2-[2-(4-hydroxy-1-piperidyl)ethoxy]ethyl]-2-methylbenzamid FC(OC1=CC=C(C=C1)C1=CN=C2N1C=CN=C2NC2=CC(=C(C(=O)NCCOCCN1CCC(CC1)O)C=C2)C)F